(3R,4R)-4-Fluoro-1-(5-fluoro-1-((5-methyl-1,3,4-thiadiazol-2-yl)methyl)-1H-benzo[d]imidazol-2-yl)piperidin-3-amin F[C@H]1[C@@H](CN(CC1)C1=NC2=C(N1CC=1SC(=NN1)C)C=CC(=C2)F)N